tert-butyl (2R,3S)-3-(((benzyloxy)carbonyl)amino)-2-(2-hydroxyethyl)pyrrolidine-1-carboxylate C(C1=CC=CC=C1)OC(=O)N[C@@H]1[C@H](N(CC1)C(=O)OC(C)(C)C)CCO